NC1=NC(=C2C(=N1)N(N=C2)CC2=C(C=C(C=C2)[N+](=O)[O-])F)C=2C=C(C#N)C=CC2 3-(6-Amino-1-(2-Fluoro-4-Nitrobenzyl)-1h-Pyrazolo[3,4-D]Pyrimidin-4-Yl)Benzonitrile